4,5,6,7-tetrahydropyrazolo[1,5-a]pyridine-2-carboxamide N1=C(C=C2N1CCCC2)C(=O)N